The molecule is a mannopentaose consisting of D-mannose in which the hydroxy groups at positions 2 and 6 have each been glycosylated by an alpha-D-mannopyranosyl-(1->2)-alpha-D-mannopyranosyl group. C([C@@H]1[C@H]([C@@H]([C@@H]([C@H](O1)O[C@H]2[C@H]([C@@H]([C@H](O[C@@H]2OC[C@@H]3[C@H]([C@@H]([C@@H](C(O3)O)O[C@@H]4[C@H]([C@H]([C@@H]([C@H](O4)CO)O)O)O[C@@H]5[C@H]([C@H]([C@@H]([C@H](O5)CO)O)O)O)O)O)CO)O)O)O)O)O)O